P(=O)(OCCC(C)C)(OCCC(C)C)OC diisopentyl methyl phosphate